5-(1-cyclopropylethoxy)-2-nitropyridine C1(CC1)C(C)OC=1C=CC(=NC1)[N+](=O)[O-]